OC1=CC=C(C=C1)/C(=C(\CC)/C1=CC=CC=C1)/C1=CC=C(OCCCCN2CCC3(CN(C3)C=3C=C4CN(C(C4=CC3)=O)C3C(NC(CC3)=O)=O)CC2)C=C1 (Z)-3-(5-(7-(4-(4-(1-(4-hydroxyphenyl)-2-phenylbut-1-en-1-yl)phenoxy)butyl)-2,7-diazaspiro[3.5]nonan-2-yl)-1-oxoisoindolin-2-yl)piperidine-2,6-dione